FC=1C=C(C=CC1OC1=NC(=CC=C1)C)C1=C2N(C=3N=CN=C(C31)N)CCN2[C@H]2CNCCC2 (R)-5-(3-fluoro-4-((6-methylpyridin-2-yl)oxy)phenyl)-6-(piperidin-3-yl)-7,8-dihydro-6H-imidazo[1',2':1,5]pyrrolo[2,3-d]pyrimidin-4-amine